N-[(2-amino-3-fluoroquinolin-7-yl)methyl]-N-(5-chloro-2-methanesulfonylphenyl)-2-methylpyrimidine-5-carboxamide NC1=NC2=CC(=CC=C2C=C1F)CN(C(=O)C=1C=NC(=NC1)C)C1=C(C=CC(=C1)Cl)S(=O)(=O)C